stearyl-ethoxysilane C(CCCCCCCCCCCCCCCCC)[SiH2]OCC